5-(2-(2-methoxypyridin-4-yl)ethyl)-5-methylfuran-2(5H)-one COC1=NC=CC(=C1)CCC1(C=CC(O1)=O)C